C(=C)[SiH]1C[SiH](C[SiH](C1)C=C)C=C 1,3,5-trivinyl-1,3,5-trisilacyclohexane